benzyl (2-aminoethyl)carbamate hydrochloride Cl.NCCNC(OCC1=CC=CC=C1)=O